(S)-6-chloro-N-ethoxy-4-((2,4,5-trimethyl-4,5-dihydro-[1,2,4]triazolo[1,5-a]quinoxalin-6-yl)amino)nicotinamide ClC1=NC=C(C(=O)NOCC)C(=C1)NC1=C2N([C@H](C=3N(C2=CC=C1)N=C(N3)C)C)C